di(2-ethoxyethyl)dimethyl-phosphonium C(C)OCC[P+](C)(C)CCOCC